(1R,2R,5R)-2-chloromethyl-5-{4-fluorobenzyl}-2-methyl-1-(1H-1,2,4-triazol-1-ylmethyl)cyclopentanol ClC[C@]1([C@@]([C@H](CC1)CC1=CC=C(C=C1)F)(O)CN1N=CN=C1)C